CN(CCNC(C1=CC(=CC=C1)C1=CN=C2N1N=C(C=C2)C2=CC=C(C=C2)F)=O)C N-(2-dimethylamino-ethyl)-3-[6-(4-fluorophenyl)imidazo[1,2-b]pyridazin-3-yl]benzamide